5-chloro-7-(4-methylpiperazin-1-yl)-pyrazolo[1,5-a]pyrimidine ClC1=NC=2N(C(=C1)N1CCN(CC1)C)N=CC2